COC(C1CCN(CC1)C1OC(C2=CC=CC=C12)=O)OC (4-(dimethoxymethyl)piperidin-1-yl)isobenzofuran-1(3H)-one